ClC=1C(=C(C=CC1Cl)NC1=NC=NC2=CC=C(C=C12)C1CNCCC1)F N-(3,4-dichloro-2-fluorophenyl)-6-(piperidin-3-yl)quinazolin-4-amine